C(C)(C)(C)C1=NC2=C(N1C(CCC1=CC=C(C=C1)C)=O)C=CC=C2 1-(2-(tert-Butyl)-1H-benzo[d]imidazol-1-yl)-3-(p-tolyl)propan-1-one